allyl prop-2-ensulfonate C(C=C)S(=O)(=O)OCC=C